[Re].[Co] cobalt-rhenium